(2S,3S)-3-((tert-butyldimethylsilyl)oxy)-1-(6-chloro-4-(trifluoromethyl)pyridin-2-yl)-N-methyl-N-(m-tolyl)pyrrolidine-2-carboxamide [Si](C)(C)(C(C)(C)C)O[C@@H]1[C@H](N(CC1)C1=NC(=CC(=C1)C(F)(F)F)Cl)C(=O)N(C=1C=C(C=CC1)C)C